N(=[N+]=[N-])CC=1C=NC2=CC=C(C=C2C1C(C)C)C1=NC(=NC=C1F)N[C@H]1[C@@H](COCC1)O (3S,4R)-4-((4-(3-(azidomethyl)-4-isopropylquinolin-6-yl)-5-fluoropyrimidin-2-yl)amino)tetrahydro-2H-pyran-3-ol